ClC1=CC=C(OC=2C(=C(C(=O)C=3C(CCCC3O)=O)C=CC2)[N+](=O)[O-])C=C1 2-(3-(4-chlorophenoxy)-2-nitrobenzoyl)-3-hydroxycyclohex-2-enone